3-(4-(((1-(4-((9-cyclopentyl-8-(phenylamino)-9H-purin-2-yl)amino)phenyl)piperidin-4-yl)(methyl)amino)methyl)phenyl)piperidine-2,6-dione C1(CCCC1)N1C2=NC(=NC=C2N=C1NC1=CC=CC=C1)NC1=CC=C(C=C1)N1CCC(CC1)N(C)CC1=CC=C(C=C1)C1C(NC(CC1)=O)=O